6-methyl-1,4-diazepan CC1CNCCNC1